4-(3-Chloroanilino)-2'-[(2R)-3-{[(8R)-8-hydroxy-5,6,7,8-tetrahydroquinolin-4-yl]oxy}-2-methylpropyl]-2',3'-dihydrospiro[cyclohexane-1,1'-indene]-4-carboxylic acid ClC=1C=C(NC2(CCC3(C(CC4=CC=CC=C34)C[C@H](COC3=CC=NC=4[C@@H](CCCC34)O)C)CC2)C(=O)O)C=CC1